N-hydroxy-1-(2-methoxy-5-(methyl-(quinazolin-4-yl)amino)phenyl)cyclobutane-1-carboxamide ONC(=O)C1(CCC1)C1=C(C=CC(=C1)N(C1=NC=NC2=CC=CC=C12)C)OC